P(=O)(OC1=C2C(=CNC2=CC=C1)C(C([2H])([2H])N(C([2H])([2H])[2H])C([2H])([2H])[2H])([2H])[2H])(O)O 3-(2-(bis(methyl-d3)amino)ethyl-1,1,2,2-d4)-1H-indol-4-yl dihydrogen phosphate